C(=C)C1=CC=CC=2C3=CC=CC=C3CC12 ethenyl-fluorene